OC1=C(C(=CC(=C1)C(F)(F)F)C)C1=CC2=C(N=N1)N(CCC2(O)C)[C@H]2CN(CCC2)C 3-(2-hydroxy-6-methyl-4-(trifluoromethyl)phenyl)-5-methyl-8-((R)-1-methylpiperidin-3-yl)-5,6,7,8-tetrahydropyrido[2,3-c]pyridazin-5-ol